BrC1=CC=C(C2=C(C=CC=C12)C(=O)O)C(=O)O 4-bromo-1,8-naphthalenedicarboxylic acid